6-[[(2S,3R,4R,5R)-3-(3,4-Difluoro-2-methoxy-phenyl)-4,5-dimethyl-5-(trifluoromethyl)tetrahydrofuran-2-carbonyl]amino]pyrimidin-4-carboxamid FC=1C(=C(C=CC1F)[C@@H]1[C@H](O[C@]([C@@H]1C)(C(F)(F)F)C)C(=O)NC1=CC(=NC=N1)C(=O)N)OC